O[C@@H](C)C1=C(C=C(C=N1)OCCN1CCC2(CC1)C(NC1=CC=C(C=C12)C#N)=O)C(F)(F)F 1'-[2-({6-[(1S)-1-hydroxyethyl]-5-(trifluoromethyl)pyridin-3-yl}oxy)ethyl]-2-oxo-1,2-dihydrospiro[indole-3,4'-piperidine]-5-carbonitrile